C1(CC1)C(C1=CC(=NN1C)S(=O)(=O)NC(NC1=C2CCCC2=CC(=C1C1=CC=2N(C=C1)N=CC2)C)=O)O 5-(cyclopropyl-(hydroxy)methyl)-1-methyl-N-((6-methyl-5-(pyrazolo[1,5-a]pyridin-5-yl)-2,3-dihydro-1H-inden-4-yl)carbamoyl)-1H-pyrazole-3-sulfonamide